FC(COC1=CC(=C(C=C1)B1OC(C(O1)(C)C)(C)C)C)(F)F 2,2,2-trifluoro-1-[3-methyl-4-(4,4,5,5-tetramethyl-(1,3,2-dioxaborolan-2-yl))phenoxy]ethane